1-(2-((1-(cyclopropanoyl)piperidin-4-yl)oxy)-2-(2-methoxyphenyl)ethyl)-5-methyl-2,4-dioxo-1,4-dihydrothieno[2,3-d]pyrimidin C1(CC1)C(=O)N1CCC(CC1)OC(CN1C(NC(C2=C1SC=C2C)=O)=O)C2=C(C=CC=C2)OC